3-amino-N-[(2-fluoro-3-hydroxyphenyl)methyl]-1-({4-[(2-oxopyridin-1-yl)methyl]phenyl}methyl)pyrazole-4-carboxamide NC1=NN(C=C1C(=O)NCC1=C(C(=CC=C1)O)F)CC1=CC=C(C=C1)CN1C(C=CC=C1)=O